tert-butyl (R)-3-(3-(4-(decyloxy)-3-(trifluoromethyl)phenyl)-1,2,4-oxadiazol-5-yl)piperidine-1-carboxylate C(CCCCCCCCC)OC1=C(C=C(C=C1)C1=NOC(=N1)[C@H]1CN(CCC1)C(=O)OC(C)(C)C)C(F)(F)F